ClC(N1CCC(CC1)C(=O)OCC)C1=CC2=CC=C(C=C2CC1)OCC=1C=C2C(=NN(C2=CC1)C(C)C)Cl ethyl 1-[chloro-6-(3-chloro-1-isopropyl-1H-indazol-5-ylmethoxy)-3,4-dihydro-naphthalen-2-ylmethyl]-piperidine-4-carboxylate